C(C)O/C=C/C1=C(OC2=CN=C(C=C21)NC2CCC(CC2)N(C2COCC2)C)C(=O)N (E)-3-(2-ethoxyvinyl)-5-((4-(methyl(tetrahydrofuran-3-yl)amino)cyclohexyl)amino)furo[2,3-c]pyridine-2-carboxamide